1-(1H-imidazo[4,5-b]pyrazin-2-yl)-1H-pyrazole N1C(=NC=2C1=NC=CN2)N2N=CC=C2